ICCC[Si](OCC)(OCC)OCC 3-iodopropyltriethoxysilane